C(=O)(C=C)N1C2=C(OC(C1)C(=O)N)C=CC=C2 4-acryl-3,4-dihydro-2H-benzo[B][1,4]oxazine-2-carboxamide